5-bromo-3-chloro-2-(2-chloroethoxy)benzonitrile BrC=1C=C(C(=C(C#N)C1)OCCCl)Cl